6-Iodo-3-[(trans)-2-[5-(pyrrolidin-1-ylmethyl)-2-pyridinyl]vinyl]-1-tetrahydropyran-2-yl-indole IC1=CC=C2C(=CN(C2=C1)C1OCCCC1)\C=C\C1=NC=C(C=C1)CN1CCCC1